[Cl-].[N+]1CC=CC=C1 Pyridin-1-ylium chloride